2-butyl-7-(furan-2-yl)-1-(4-methoxybenzyl)-1H-imidazo[4,5-d]pyridazin-4-amine C(CCC)C1=NC=2C(=C(N=NC2N)C=2OC=CC2)N1CC1=CC=C(C=C1)OC